OC1=C(C=C(C2=CC=CC=C12)S(=O)(=O)[O-])\N=N\C1=CC=C(C2=CC=CC=C12)S(=O)(=O)[O-] 4-hydroxy-3-[(e)-(4-sulfonato-1-naphthyl)diazenyl]naphthalin-1-sulfonat